(1S)-1-phenyl-2-(pyridin-2-yl)ethan-1-amine C1(=CC=CC=C1)[C@H](CC1=NC=CC=C1)N